OC(C)(C)C1=CC(N(C=C1)C=1C=NC(=CC1)N[C@@H]1C[C@H](CC1)NC1=NN2C(C=C(C=C2)C(F)(F)F)=N1)=O 4-(2-Hydroxypropan-2-yl)-6'-(((1S,3S)-3-((7-(trifluoromethyl)-[1,2,4]triazolo[1,5-a]pyridin-2-yl)amino)cyclopentyl)amino)-2H-[1,3'-bipyridyl]-2-one